phthalic acid dibutyrate C(CCC)(=O)O.C(CCC)(=O)O.C(C=1C(C(=O)O)=CC=CC1)(=O)O